C12CN(CC(CC1)N2)C=2C(=C1CN(C(C1=C(C2F)F)=O)C2C(NC(CC2)=O)=O)F 3-(5-(3,8-diazabicyclo[3.2.1]octan-3-yl)-4,6,7-trifluoro-1-oxoisoindolin-2-yl)piperidine-2,6-dione